NCCCC(=O)N[C@H]1CCC=2C=3C1=C1C(=NC3C=C(C2C)F)C2=CC3=C(C(N2C1)=O)COC([C@]3(O)CC)=O 4-amino-N-[(1s,9s)-9-ethyl-5-fluoro-9-hydroxy-4-methyl-10,13-dioxo-2,3,9,10,13,15-hexahydro-1h,12h-benzo[de]pyrano[3',4':6,7]indolizino[1,2-b]quinolin-1-yl]butanamide